COC([C@@H](NC=1C(C2=C(C=CC=C2C(C1)=O)O)=O)[C@@H](C)CC)=O (8-Hydroxy-1,4-dioxo-1,4-dihydronaphthalen-2-yl)-L-isoleucine methyl ester